dibutyl-octyl-diphenylamine C(CCC)C=1C(=C(C=CC1)N(C1=CC=CC=C1)CCCCCCCC)CCCC